N1(CCCC1)CC1(CC2=CC=CC=C2C1)CNC(=O)C1=CC2=C(S1)CCCCCC2 N-[[2-(pyrrolidin-1-ylmethyl)-1,3-dihydroinden-2-yl]methyl]-4,5,6,7,8,9-hexahydrocycloocta[b]thiophene-2-carboxamide